OC1=C(C=C(C=O)C=C1)OC 4-hydroxy-3-methoxy-benzaldehyde